(R)-N-(2-(4-Cyanothiazolidin-3-yl)-2-oxoethyl)-6-(1-(6-methylpyridin-3-yl)cyclopropyl)quinoline-4-carboxamide C(#N)[C@H]1N(CSC1)C(CNC(=O)C1=CC=NC2=CC=C(C=C12)C1(CC1)C=1C=NC(=CC1)C)=O